CS(=O)(=O)CCOC1=C(C=C(C=C1)C(CC)=O)C(F)(F)F 1-(4-(2-(Methylsulfonyl)ethoxy)-3-(trifluoromethyl)phenyl)propan-1-one